5-amino-3-(2-(4-(2,4-difluoro-5-(2-(methylsulfonyl)ethoxy)phenyl)piperazin-1-yl)ethyl)-8-(furan-2-yl)thiazolo[5,4-e][1,2,4]triazolo[1,5-c]pyrimidin-2(3H)-one NC1=NC2=C(C=3N1N=C(N3)C=3OC=CC3)SC(N2CCN2CCN(CC2)C2=C(C=C(C(=C2)OCCS(=O)(=O)C)F)F)=O